FC=1C=C(C=CC1)C1=NN2C(C=C(C=C2)C(=O)NC)=C1 (3-fluorophenyl)-N-methyl-pyrazolo[1,5-a]pyridine-5-carboxamide